C(CCC)N1CC(=CC(=C1)C)C 1-butyl-3,5-dimethyl-pyridine